C(#N)N(C1=CC=C(C=C1)N1CCN(CC1)C(=O)OC(C)(C)C)CCC(=O)OC tert-butyl 4-[4-[cyano-(3-methoxy-3-oxo-propyl)amino]phenyl]piperazine-1-carboxylate